4-((pyridin-2-ylmethyl)amino)cyclobut-3-ene-1,2-dione N1=C(C=CC=C1)CNC1=CC(C1=O)=O